C(=O)C1=C(C=CC(=N1)N(C(=O)NC1=NC=C(C(=C1)NCCOC)C#CC(C)(C)O)C)CN1C(CN(CC1)C)=O 1-(6-formyl-5-((4-methyl-2-oxopiperazin-1-yl)methyl)pyridin-2-yl)-3-(5-(3-hydroxy-3-methylbut-1-yn-1-yl)-4-((2-methoxyethyl)amino)pyridin-2-yl)-1-methylurea